COC1=CC=C(CN2N=C(C=3C(CCC(C23)=O)OCC2=CC=C(C=C2)OC)C(F)(F)F)C=C1 1-(4-methoxybenzyl)-4-((4-methoxybenzyl)oxy)-3-(trifluoromethyl)-1,4,5,6-tetrahydro-7H-indazol-7-one